S(=O)(=O)([O-])[O-].[Cu+2].FC(OC=1C=C(C=CC1)C1=CC(=CS1)C(=O)NC1=NC(=NS1)CC(C(F)(F)F)(C)O)(F)F 5-(3-(trifluoromethoxy)phenyl)-N-(3-(3,3,3-trifluoro-2-hydroxy-2-methylpropyl)-1,2,4-thiadiazol-5-yl)thiophene-3-carboxamide copper sulfate salt